5-((tert-butyl(dimethyl)silyl)oxymethyl)-2-methoxyphenol [Si](C)(C)(C(C)(C)C)OCC=1C=CC(=C(C1)O)OC